C(CCC)[C@H]1N(S(C2=C(N(C1)C1=CC=C(C=C1)F)C=C(C(=C2)O/C=C/C(=O)O)SCC)(=O)=O)C (R)-(E)-3-((3-butyl-7-(ethylthio)-5-(4-fluorophenyl)-2-methyl-1,1-dioxido-2,3,4,5-tetrahydro-1,2,5-benzothiadiazepin-8-yl)oxy)acrylic acid